C(C)OC=1C=C(C=CC1)C=1C2=CC=CC=C2N=C2C=CC=CC12 9-(m-ethoxyphenyl)acridine